FC=1C=C2C=3C(=CN(C2=C(C1N1CC(NCC1)C)OC)C1CC1)C1=CC=CC=C1N3 2-fluoro-4-methoxy-3-(3-methylpiperazin-1-yl)-5-cyclopropyl-5H-indolo[3,2-c]quinoline